3-(4-(5-(difluoromethyl)-1,3,4-oxadiazol-2-yl)-2-fluorobenzyl)-5-fluoro-1-(1-(tetrahydro-2H-thiopyran-4-yl)piperidin-4-yl)-1,3-dihydro-2H-benzo[d]imidazol-2-one FC(C1=NN=C(O1)C1=CC(=C(CN2C(N(C3=C2C=C(C=C3)F)C3CCN(CC3)C3CCSCC3)=O)C=C1)F)F